4-(6-chloro-4-{3,8-diazabicyclo[3.2.1]octan-3-yl}-8-fluoro-2-[(1-{[(3R)-3-fluoropyrrolidin-1-yl]methyl}cyclopropyl)methoxy]quinazolin-7-yl)-5-fluoronaphthalen-2-ol ClC=1C=C2C(=NC(=NC2=C(C1C1=CC(=CC2=CC=CC(=C12)F)O)F)OCC1(CC1)CN1C[C@@H](CC1)F)N1CC2CCC(C1)N2